N-cyclopentyl-2-(3-hydroxypiperidin-4-yl)benzo[d]thiazole-6-carboxamide hydrochloride Cl.C1(CCCC1)NC(=O)C1=CC2=C(N=C(S2)C2C(CNCC2)O)C=C1